8-[2-methoxy-4-(trifluoromethyl)phenyl]-6H-imidazo[1,2-d][1,2,4]triazin-5-one COC1=C(C=CC(=C1)C(F)(F)F)C=1C=2N(C(NN1)=O)C=CN2